methyl 2,5-dioxopyrrolidine-1-carboxylate O=C1N(C(CC1)=O)C(=O)OC